C1(CCC1)CN[C@H]1CN(CCC1)C1=CC=C(N=N1)CNC(=O)C=1N=C2N(C(C1)=O)C=CS2 (R)-N-((6-(3-((cyclobutylmethyl)amino)piperidin-1-yl)pyridazin-3-yl)methyl)-5-oxo-5H-thiazolo[3,2-a]pyrimidine-7-carboxamide